1-Methyl-1H-pyrazole-4-carboxylic acid (4-hydroxy-7-morpholin-4-yl-thiazolo[4,5-c]pyridin-2-yl)-amide OC1=NC=C(C2=C1N=C(S2)NC(=O)C=2C=NN(C2)C)N2CCOCC2